COC(=O)C=1C2=C(N=CN1)N(C=C2)C 7-methyl-7H-pyrrolo[2,3-d]pyrimidine-4-carboxylic acid methyl ester